3-[(1-Acetyl-4-piperidyl)methyl]-1-sulfamoyl-pyrrole-2-carboxylic acid C(C)(=O)N1CCC(CC1)CC1=C(N(C=C1)S(N)(=O)=O)C(=O)O